N-methoxy-N-methylcyclohexanecarboxamide CON(C(=O)C1CCCCC1)C